[(2R,3S,7S)-3-(cyclopropylmethyl)-7-[6-(4-methoxy-1,1-dimethyl-butyl)-5-methyl-pyrrolo[2,3-b]pyrazin-3-yl]azepan-2-yl]methanol C1(CC1)C[C@H]1[C@@H](N[C@@H](CCC1)C1=CN=C2C(=N1)N(C(=C2)C(CCCOC)(C)C)C)CO